5,6,7,8-tetrahydroxy-2-(4-hydroxyphenyl)chromen-4-one tert-butyl-3-(4-(4-chloroquinolin-6-yl)-3-fluorobenzyl)-3,8-diazabicyclo[3.2.1]octane-8-carboxylate C(C)(C)(C)OC(=O)N1C2CN(CC1CC2)CC2=CC(=C(C=C2)C=2C=C1C(=CC=NC1=CC2)Cl)F.OC2=C1C(C=C(OC1=C(C(=C2O)O)O)C2=CC=C(C=C2)O)=O